CC1(OC[C@H](O1)CN1CCC(CC1)NC=1C=2C=C(N(C2C=CC1)CC(F)(F)F)C#CCNC1=C(C=C(C=C1)S(=O)(=O)C)OC)C N-(1-{[(4R)-2,2-dimethyl-1,3-dioxolan-4-yl]methyl}piperidin-4-yl)-2-{3-[(4-methanesulfonyl-2-methoxyphenyl)amino]prop-1-yn-1-yl}-1-(2,2,2-trifluoroethyl)-1H-indol-4-amine